2-[2-(ethoxymethoxy)-6-methyl-4-nitro-phenyl]-4,4,5,5-tetramethyl-1,3,2-dioxaborolane C(C)OCOC1=C(C(=CC(=C1)[N+](=O)[O-])C)B1OC(C(O1)(C)C)(C)C